ClC1=NC2=CC(=CC=C2[C@](N1)(C(F)(F)F)C#CC1CC1)CC1=CC=C(C=C1)S(=O)(=O)N (S)-4-((2-chloro-4-(cyclopropylethynyl)-4-(trifluoromethyl)-3,4-dihydroquinazolin-7-yl)methyl)benzenesulfonamide